CC=1C=C(C(=O)N[C@@H]2CCC3=CC(=CC=C23)C=2N=NN(N2)C)C=CN1 (R)-2-methyl-N-(5-(2-methyl-2H-tetrazol-5-yl)-2,3-dihydro-1H-inden-1-yl)isonicotinamide